CC=1OC(=CC1C(=O)NC1=NC(=NS1)CC(C)=O)C=1C=NC=CC1 2-methyl-5-(pyridin-3-yl)-N-(3-(2-oxopropyl)-1,2,4-thiadiazol-5-yl)furan-3-carboxamide